1-nitro-2-phenylethane [N+](=O)([O-])CCC1=CC=CC=C1